C(C)(C)(C)OC(=O)N1CC(CC1)NS(=O)(=O)C 3-(N-methylsulfonylamino)pyrrolidine-1-carboxylic acid tert-butyl ester